7-[3-(3-amino-N-methoxypropionamido)azetidin-1-yl]-6-fluoro-4-oxo-1-(1,3-thiazol-2-yl)-1,4-dihydro-1,8-naphthyridine-3-carboxylic acid trifluoroacetate salt FC(C(=O)O)(F)F.NCCC(=O)N(OC)C1CN(C1)C1=C(C=C2C(C(=CN(C2=N1)C=1SC=CN1)C(=O)O)=O)F